CN(C1=C(C=C2C(=N1)N=C(N2C)C2=C(C=C(C=C2C)C(F)(F)F)O)CO)C 2-[5-(Dimethylamino)-6-(hydroxymethyl)-1-methyl-imidazo[4,5-b]pyridin-2-yl]-3-methyl-5-(trifluoromethyl)phenol